1,4-dimethyl-5-(tetramethyl-1,3,2-dioxaborolan-2-yl)-1H-pyrazole CN1N=CC(=C1B1OC(C(O1)(C)C)(C)C)C